FC1=C(C=C(C(=C1F)N)F)N 2,3,5-trifluoro-1,4-phenylenediamine